1,3,4,5,6-pentabromobenzene BrC1=CC(=C(C(=C1Br)Br)Br)Br